COC=1C=C(C=CC1)C(N1CCN(CC1)C(=O)C=1C=NC=CC1)C1=CC=CC=C1 1-[(3-methoxyphenyl)(phenyl)methyl]-4-(pyridine-3-carbonyl)piperazine